C=1N=CN2C1C1=CC=CC=C1[C@H]2[C@@H]2CC(OC2)(C)C (3R,4S)-4-((R)-5H-Imidazo[5,1-a]isoindol-5-yl)-2,2-dimethyltetrahydrofuran